C1(=CC=CC=C1)C=1C=CC(=NC1)C=1C=NC=CC1 5-phenyl-2,3'-bipyridine